C(C)(=O)O[C@@H]1[C@H](OC(C)=O)[C@@H](OC(C)=O)[C@H](OC(C)=O)[C@H](O1)COC(C)=O alpha-glucose pentaacetate